8-hydroxy-6,6-dimethyl-4-diphenylamino-6H-indeno[5,6]thiadiazole OC=1C2=CC(C=C2C(=C2N=NSC21)N(C2=CC=CC=C2)C2=CC=CC=C2)(C)C